ClC1=CC2=C(NC(=N2)C2(C(N(C3=CC=CC=C23)C)=O)C2=C(C=CC=C2)O)C=C1Cl 3-(5,6-Dichloro-1H-benzo[d]imidazol-2-yl)-3-(2-hydroxyphenyl)-1-methylindolin-2-one